S1CCC(CC1)N1N=CC(=C1)C1=CC(=NC=C1)N 4-(1-(Tetrahydro-2H-thiopyran-4-yl)-1H-pyrazol-4-yl)pyridin-2-amine